C1(=CC=CC=C1)C1=C(C(=NN=N1)C=1C(=C(C=CC1)C1=CC=CC=C1)C1=C(C=CC=2[Se]C3=C(C21)C=CC=C3)C3=CC=CC=C3)C3=C(C=CC=C3)C3=CC=CC=C3 [phenyl-(biphenylyl)triazinyl](phenyldibenzoselenophenyl)biphenyl